CN(CCCCCCCCCCCCCCCCCCCC)C N,N-dimethyl-eicosaneamine